triethanolamine propionate salt C(CC)(=O)O.N(CCO)(CCO)CCO